4-((4-((2-(2,6-dioxopiperidin-3-yl)-1-oxoisoindolin-5-yl)methyl)piperazin-1-yl)methyl)-N-(4-methyl-3-((4-(pyridin-3-yl)pyrimidin-2-yl)amino)phenyl)benzamide O=C1NC(CCC1N1C(C2=CC=C(C=C2C1)CN1CCN(CC1)CC1=CC=C(C(=O)NC2=CC(=C(C=C2)C)NC2=NC=CC(=N2)C=2C=NC=CC2)C=C1)=O)=O